N-butylisoquinoline chloride salt [Cl-].C(CCC)N1CC2=CC=CC=C2C=C1